7-methoxy-2H-3,1-benzoxazine-2,4(1H)-dione COC1=CC2=C(C(OC(N2)=O)=O)C=C1